2-propenyl-magnesium iodide C(C=C)[Mg]I